3-n-butyl-1-ethyl-4-hydroxy-5-n-propylpyrazole C(CCC)C1=NN(C(=C1O)CCC)CC